FC1=C(C(=CC(=C1)N1CC(C1)O)F)C1C(NC(CC1)=O)=O 3-(2,6-difluoro-4-(3-hydroxyazetidine-1-yl)phenyl)piperidine-2,6-dione